(R)-N-((5-chloro-6-((3-methylisoxazol-5-yl)methoxy)-1H-indol-2-yl)methyl)-3-hydroxybutanamide ClC=1C=C2C=C(NC2=CC1OCC1=CC(=NO1)C)CNC(C[C@@H](C)O)=O